C1(CC1)CN1N=CC(=C1)C=1C(=CC(=NC1)NC1=NC(=NC=C1)C1=C(C=CC=C1OC)F)N1C[C@H](CCC1)O (S)-1-(5-(1-(cyclopropylmethyl)-1H-pyrazol-4-yl)-2-((2-(2-fluoro-6-methoxyphenyl)pyrimidin-4-yl)amino)pyridin-4-yl)piperidin-3-ol